5-((4-(5-chloropyridin-2-yl)piperazin-1-yl)methyl)-2-(2,6-dioxopiperidin-3-yl)isoindoline-1,3-dione ClC=1C=CC(=NC1)N1CCN(CC1)CC=1C=C2C(N(C(C2=CC1)=O)C1C(NC(CC1)=O)=O)=O